CC1CCN1C2=NC(=NC3=C2N=CN3[C@@H]4C[C@@H](C=C4)CO)N The molecule is a 2,6-diaminopurine that is an analogue of abacavir in which the cyclopropylamino group at position 6 of the purine moiety is replaced by a -methylazetidin-1-yl group. One of a series of synthesised abacavir analogues with antiviral activity found to stimulate IFN-gamma secretion in abacavir-responsive clones. It has a role as an antiviral agent. It derives from an abacavir.